4-(2-chlorophenyl)piperidine hydrochloride Cl.ClC1=C(C=CC=C1)C1CCNCC1